3-chloro-5-((4-(1,1-difluoroethyl)-6-oxo-1,6-dihydropyrimidin-5-yl)oxy)benzonitrile ClC=1C=C(C#N)C=C(C1)OC1=C(N=CNC1=O)C(C)(F)F